3-(4-chlorophenyl)-7-hydroxycoumarin ClC1=CC=C(C=C1)C=1C(OC2=CC(=CC=C2C1)O)=O